ClC1=NC(=NC(=C1)C)NC1CCCC1 4-chloro-N-cyclopentyl-6-methyl-pyrimidin-2-amine